4-(methylamino)-6-((8-(morpholine-4-carbonyl)-2,3-dihydrobenzo[b][1,4]dioxin-5-yl)amino)-1H-pyrrolo[2,3-b]pyridine-3-carbonitrile CNC1=C2C(=NC(=C1)NC1=CC=C(C=3OCCOC31)C(=O)N3CCOCC3)NC=C2C#N